(7-bromo-1H-indol-4-yl)methyl-1-(oxetan-2-ylmethyl)-1H-benzo[d]imidazole-6-carboxylic acid methyl ester COC(=O)C=1C=CC2=C(N(C(=N2)CC2=C3C=CNC3=C(C=C2)Br)CC2OCC2)C1